C1(=CC=CC=2C3=CC=CC=C3CC12)COC(=O)N[C@@H](CC1=CC=C(C=C1)O)C(=O)O N-[fluorenylmethoxycarbonyl]-L-tyrosine